CN(C(OC(C)(C)C)=O)C1(CC(C1)OC=1C=2N(C=C(N1)C=1C=NN(C1)C)N=CC2)C tert-butyl methyl(1-methyl-3-((6-(1-methyl-1H-pyrazol-4-yl)pyrazolo[1,5-a]pyrazin-4-yl)oxy)cyclobutyl)carbamate